2-(2-aminobenzo[d]thiazol-6-yl)-N-ethyl-3,3,3-trifluoro-2-hydroxypropanamide NC=1SC2=C(N1)C=CC(=C2)C(C(=O)NCC)(C(F)(F)F)O